S-((R/S)-2-(1-iminoethylamino)butyl)-L-cysteine N=C(C)N[C@@H](CSC[C@H](N)C(=O)O)CC |&1:4|